C1(CC1)C(C=1C(=C(N(N1)C1=NC=CC=N1)N)C1=CCCC(C1)C)(F)F 5-[cyclopropyl(difluoro)methyl]-4-(5-methylcyclohexen-1-yl)-2-pyrimidin-2-yl-pyrazol-3-amine